C1(CC1)CNC(CC=1C=C(C=CC1)NC(=O)C1=CC(=NN1C=1C=C(CNC(OC(C)(C)C)=O)C=CC1)C(F)(F)F)C1=CC=C(C=C1)C tert-butyl 3-(5-((3-(((cyclopropylmethyl)amino)(p-tolyl)ethyl)phenyl)carbamoyl)-3-(trifluoromethyl)-1H-pyrazol-1-yl)benzylcarbamate